BrC=1C=C(C=C2C(=NC(=NC12)Cl)NC(C)C=1C(=NC=CN1)C=1SC(=CN1)C#N)C(F)(F)F 2-[3-[1-[[8-bromo-2-chloro-6-(trifluoromethyl)quinazolin-4-yl]amino]ethyl]pyrazin-2-yl]thiazole-5-carbonitrile